ClC1=C(C=C(N)C=C1)[N+](=O)[O-] para-chloro-meta-nitroaniline